C(C)(=O)NC1=CC=C(C=C1)C1=CN=C2N1C=C(N=C2)C(=O)N(CC)C2=CC=C(C=C2)Cl 3-(4-acetamidophenyl)-N-(4-chlorophenyl)-N-ethyl-imidazo[1,2-a]pyrazine-6-carboxamide